(3R)-1'-{5-[(2,3-dichloropyridin-4-yl)sulfanyl]pyrazin-2-yl}-7-fluoro-3H-spiro[1-benzofuran-2,4'-piperidin]-3-amine ClC1=NC=CC(=C1Cl)SC=1N=CC(=NC1)N1CCC2(CC1)OC1=C([C@H]2N)C=CC=C1F